BrC1=CC=C(C(=N1)F)NC(C)=O N-(6-bromo-2-fluoro-3-pyridyl)acetamide